5,15-di(4'-carboxyphenyl)porphyrin C(=O)(O)C1=CC=C(C=C1)C=1C2=CC=C(N2)C=C2C=CC(C(=C3C=CC(=CC=4C=CC1N4)N3)C3=CC=C(C=C3)C(=O)O)=N2